β-naphthylthiourea C1=C(C=CC2=CC=CC=C12)NC(=S)N